C(C1=CC=CC=C1)N1CCC2(CC1)OC(C1=CC=CC=C12)C#N 1'-benzylspiro[1H-isobenzofuran-3,4'-piperidine]-1-carbonitrile